C(C)ONCCOCC ethoxy[ethoxy]ethylamine